ClC1=CC(=C(C=C1)N1CCC(CC1)(C(=O)O)C=1C=NC(=CC1)C1=C(C=CC=C1)OC)C#N 1-(4-chloro-2-cyanophenyl)-4-[6-(2-methoxyphenyl)pyridin-3-yl]piperidine-4-carboxylic acid